1-(9,9-diethyl-9H-fluoren-2-yl)-1-propanone C(C)C1(C2=CC=CC=C2C=2C=CC(=CC12)C(CC)=O)CC